ClC1=NN(C=C1C1=NC=CC(=N1)NC=1N=CC2=C(C=CC(=C2C1)C(C)C)N1[C@@H]([C@H](C1)CS(=O)(=O)C)C)CC(C)(O)C 1-(3-chloro-4-(4-((5-isopropyl-8-((2R,3S)-2-methyl-3-((methanesulfonyl)methyl)azetidin-1-yl)isoquinolin-3-yl)amino)pyrimidin-2-yl)-1H-pyrazol-1-yl)-2-methylpropan-2-ol